N-(4-(2-(((1r,4r)-4-aminocyclohexyl)amino)quinazolin-6-yl)-3-methylphenyl)-2-chlorobenzenesulfonamide NC1CCC(CC1)NC1=NC2=CC=C(C=C2C=N1)C1=C(C=C(C=C1)NS(=O)(=O)C1=C(C=CC=C1)Cl)C